COC1=CC=C(C=C1)C(C(CCC)=C)=O 1-(4-methoxyphenyl)-2-methylene-pentan-1-one